(±)-3,3-dimethylbutane-1,2-diamine CC([C@H](CN)N)(C)C |r|